CO[Si](C1C2C=CC(C1)C2)(OC)OC 5-(trimethoxysilyl)bicyclo[2.2.1]hept-2-ene